BrC=1C=C(C=CC1)N1N=C(N=C1)C1CC1 1-(3-bromophenyl)-3-cyclopropyl-1H-1,2,4-triazole